NC(C(C)(C)C)N diamino-dimethylpropane